FC(OC=1C=C(C=CC1)N1C(C(C2=CC(=CC=C12)C(=O)NC1(SOCC1)C)(C)C)=O)F 1-(3-(difluoromethoxy)phenyl)-3,3-dimethyl-N-(3-methyl-1,1-dioxathiolan-3-yl)-2-oxoindoline-5-carboxamide